4-((3-amino-4-fluorophenyl)amino)-6-methyl-1H-indole-2-carboxylic acid NC=1C=C(C=CC1F)NC1=C2C=C(NC2=CC(=C1)C)C(=O)O